2-(trifluoromethyl)thiazolo[4,5-c]pyridin-7-amine FC(C=1SC2=C(C=NC=C2N)N1)(F)F